tert-butyl 4-(((7R,14R)-1-(difluoromethoxy)-6-(methyl-d3)-5-oxo-5,6,7,14-tetrahydro-7,14-methanobenzo[f]benzo[4,5]imidazo[1,2-a][1,4]diazocin-11-yl)ethynyl)piperidine-1-carboxylate FC(OC1=CC=CC=2C(N([C@H]3C=4N([C@@H](C21)C3)C3=C(N4)C=CC(=C3)C#CC3CCN(CC3)C(=O)OC(C)(C)C)C([2H])([2H])[2H])=O)F